5-((8-((1,1,1,3,3,3-hexafluoropropan-2-yloxy)carbonyl)-1,8-diazaspiro[4.5]decan-1-yl)methyl)-2-(trifluoromethyl)benzoic acid FC(C(C(F)(F)F)OC(=O)N1CCC2(CCCN2CC=2C=CC(=C(C(=O)O)C2)C(F)(F)F)CC1)(F)F